[N+](#[C-])C1=C(C=CC=C1)N(C1=CC2=CC=CC=C2C=C1)C N-(2-isocyano-phenyl)-N-methylnaphthalene-2-amine